N-(2-fluoro-3',4'-dimethoxy-6-(2H-tetrazol-5-yl)-[1,1'-biphenyl]-4-yl)-4-(trifluoromethyl)piperidine-1-carboxamide FC1=C(C(=CC(=C1)NC(=O)N1CCC(CC1)C(F)(F)F)C=1N=NNN1)C1=CC(=C(C=C1)OC)OC